(±)-cis-N-[8-chloro-6-(5-cyclopropylpyridazin-4-yl)-3-isoquinolinyl]-2-fluoro-cyclopropanecarboxamide ClC=1C=C(C=C2C=C(N=CC12)NC(=O)[C@H]1[C@H](C1)F)C1=CN=NC=C1C1CC1 |r|